COC1=C(C=C(C=C1)C1=CC=CC(=N1)C1(CB(OC1)O)C)OCCC 4-(6-(4-methoxy-3-propoxyphenyl)pyridin-2-yl)-4-methyl-1,2-oxaborolan-2-ol